8-cyclohexyl-5-methyl-2-((6-methylbenzo[c][1,2,5]thiadiazol-5-yl)amino)-5,8-dihydropteridine-6,7-dione C1(CCCCC1)N1C(C(N(C=2C=NC(=NC12)NC1=CC=2C(=NSN2)C=C1C)C)=O)=O